FC1=C(C(=C(C(=C1B(C1=C(C=C(C=C1C)C)C)C1=C(C(=C(C(=C1F)F)F)F)F)F)F)F)F bis(pentafluorophenyl)mesitylborane